C(C)(C)(C)C1=NCCC(=C1)C=1C=C2C(=CN1)NC=C2 tert-butyl-4-(1H-pyrrolo[2,3-c]pyridin-5-yl)-5,6-dihydropyridine